C(C)(C)C1=NC(=CC(=C1NC(=O)N=S(=O)(N)C=1C=NN2C1OCCC2)C(C)C)OCCNC N'-((2,4-diisopropyl-6-(2-(methylamino)ethoxy)pyridin-3-yl)carbamoyl)-6,7-dihydro-5H-pyrazolo[5,1-b][1,3]oxazine-3-sulfonimidamide